N-((S)-1-((4-((S)-1-(((R)-1-cyclobutyl-2-hydroxyethyl)amino)-1-oxopropan-2-yl)-2-fluorophenyl)amino)-3,3-dicyclopropyl-1-oxopropan-2-yl)-1-ethyl-1H-pyrazole-5-carboxamide C1(CCC1)[C@H](CO)NC([C@@H](C)C1=CC(=C(C=C1)NC([C@H](C(C1CC1)C1CC1)NC(=O)C1=CC=NN1CC)=O)F)=O